rel-(S)-3-(5-(((3S,4S)-1-((8-fluoro-2-(4-(2-hydroxypropan-2-yl)cyclohexyl)quinazolin-6-yl)methyl)-4-(methoxymethyl)pyrrolidin-3-yl)oxy)-1-oxoisoindolin-2-yl)piperidine-2,6-dione FC=1C=C(C=C2C=NC(=NC12)C1CCC(CC1)C(C)(C)O)CN1C[C@H]([C@@H](C1)COC)OC=1C=C2CN(C(C2=CC1)=O)[C@@H]1C(NC(CC1)=O)=O |o1:41|